C1(CC1)C1=CC=C2C(=N1)C(CN2C2=NC(=NC=C2)NC=2C=C(C(=NC2OC)N(C)CCN(C)C)NC(C=C)=O)(C)C N-(5-((4-(5-cyclopropyl-3,3-dimethyl-2,3-dihydro-1H-pyrrolo[3,2-b]pyridin-1-yl)pyrimidin-2-yl)amino)-2-((2-(dimethylamino)ethyl)(methyl)amino)-6-methoxypyridin-3-yl)acrylamide